4-(tert-butyl)-9-(2-carboxycyclohexyl)carbonyloxyanthracene C(C)(C)(C)C1=CC=CC2=C(C3=CC=CC=C3C=C12)OC(=O)C1C(CCCC1)C(=O)O